methyl 2-(3-ethoxy-1,2-oxazol-5-yl)-3-methylbutyrate C(C)OC1=NOC(=C1)C(C(=O)OC)C(C)C